CN(C)CC1=NC2=C(N1)C=C(C=C2C2=CC=CC=C2)N 2-((dimethylamino)methyl)-4-phenyl-1H-benzo[d]imidazol-6-amine